(5R)-1-((2-(4-(5-chloropyrimidin-2-yl)piperidin-1-yl)-5-oxo-6,7-dihydrothieno[3,2-d]pyrimidin-4-yl)amino)cyclobutane-1-carbonitrile ClC=1C=NC(=NC1)C1CCN(CC1)C=1N=C(C2=C(N1)CC[S@]2=O)NC2(CCC2)C#N